C(C)(C)(C)OOC=1C(=C(C=CC1)C(C)C)OOC(C)(C)C Bis-t-butylperoxycumene